tert-Butyl 2,2-dimethyl-4-[3-oxo-1,1-bis(trifluoromethyl)propyl]oxazolidine-3-carboxylate CC1(OCC(N1C(=O)OC(C)(C)C)C(CC=O)(C(F)(F)F)C(F)(F)F)C